(3-(1-(2-ethoxy-5-isobutyramidobenzamido)ethyl)benzyl)(methyl)carbamic acid benzyl ester C(C1=CC=CC=C1)OC(N(C)CC1=CC(=CC=C1)C(C)NC(C1=C(C=CC(=C1)NC(C(C)C)=O)OCC)=O)=O